CC(C)(OC(N(CCOCCOCCOCCC(=O)O)C)=O)C 2,2,5-trimethyl-4-oxo-3,8,11,14-tetraoxa-5-azaheptadecan-17-oic acid